FC1=CC=C(S1)CC[C@@]1(CN(CC1)C(C)(C)C=1C=CC(=NC1)C)CN1CCCCC1 |o1:8| (S or R)-5-(2-(3-(2-(5-fluorothiophen-2-yl)ethyl)-3-(piperidin-1-ylmethyl)pyrrolidin-1-yl)propan-2-yl)-2-methylpyridine